NC=1C=C(C=C(C1)C(F)(F)F)[C@@H](C)NC(=O)C1=CN(C(C=C1)=O)C1=CC(=CC=C1)NC(C)=O N-[(1R)-1-[3-amino-5-(trifluoromethyl)phenyl]ethyl]-1-(3-acetamidophenyl)-6-oxo-1,6-Dihydropyridine-3-carboxamide